OCC=1C=C2CCN(C(C2=CC1)=O)C 6-(Hydroxymethyl)-2-methyl-3,4-dihydroisoquinolin-1(2H)-one